FC=1C=CC(=C(C1)NC(C(=O)N[C@H](C(N[C@@H](C[C@H]1C(NCC1)=O)C(COC1=C(C(=CC(=C1F)F)F)F)=O)=O)CC(C)C)=O)OC N1-(5-fluoro-2-methoxyphenyl)-N2-((S)-4-methyl-1-oxo-1-(((S)-3-oxo-1-((S)-2-oxopyrrolidin-3-yl)-4-(2,3,5,6-tetrafluorophenoxy)butan-2-yl)amino)pentan-2-yl)oxalamide